BrC=1C=C2C=NC(=NC2=C(C1)OC)NC1CCN(CC1)C1=CC=NC=C1 6-bromo-8-methoxy-N-[1-(pyridin-4-yl)piperidin-4-yl]quinazolin-2-amine